carbon iron-silicon [Si].[Fe].[C]